8-[(2S,5R)-2,5-diethyl-4-{1-[4-(trifluoromethyl)phenyl]ethyl}piperazin-1-yl]-5-methyl-6-oxo-5,6-dihydro-1,5-naphthyridine-2-carbonitrile C(C)[C@@H]1N(C[C@H](N(C1)C(C)C1=CC=C(C=C1)C(F)(F)F)CC)C1=CC(N(C=2C=CC(=NC12)C#N)C)=O